(2S,3S)-2-methylpyrrolidin-3-ol hydrochloride Cl.C[C@@H]1NCC[C@@H]1O